ClC=1C=CC2=C(C(=N[C@@H](C=3N2C=NC3C3=NC(=NO3)C3CC3)C)C3=C(C=CC=C3)F)C1 (R)-5-(8-chloro-6-(2-fluorophenyl)-4-methyl-4H-benzo[f]imidazo[1,5-a][1,4]diazepin-3-yl)-3-cyclopropyl-1,2,4-oxadiazole